tert-butyl 5-((tert-butoxycarbonyl)(5-cyanopyrazin-2-yl)amino)-3-((1S,3R)-3-((((2,5-dioxopyrrolidin-1-yl)oxy)carbonyl)oxy)cyclopentyl)-1H-pyrazole-1-carboxylate C(C)(C)(C)OC(=O)N(C1=CC(=NN1C(=O)OC(C)(C)C)[C@@H]1C[C@@H](CC1)OC(=O)ON1C(CCC1=O)=O)C1=NC=C(N=C1)C#N